C(C1=CC=CC=C1)N1C[C@@H]([C@@H](CC1)C)N(C=1C2=C(N=CN1)CNCC2)C (3R,4R)-1-benzyl-N,4-dimethyl-N-[5H,6H,7H,8H-pyrido[3,4-d]pyrimidin-4-yl]piperidin-3-amine